ClC=1C=CC(=C(C1)S(=O)(=O)N)O[C@H](C)C=1C=C(C=C2C(C(=C(OC12)C=1C=C2C(=NC1)C=CO2)C)=O)C 5-Chloro-2-[(1R)-1-(2-furo[3,2-b]pyridin-6-yl-3,6-dimethyl-4-oxo-chromen-8-yl)ethoxy]benzenesulfonamide